COC1=CC=C(C=C1)C1=CC=C(C=C1)C(CCCCCC)O 1-(4'-methoxy-[1,1'-biphenyl]-4-yl)heptan-1-ol